FC1=C(C=C(C=C1)C1(CC1)NC)C1=NC=2C=CNC(C2C(=C1)NC1=NC=C(C=C1)N1CCC(CC1)O)=O 2-[2-fluoro-5-[1-(methyl-amino)cyclopropyl]phenyl]-4-[[5-(4-hydroxy-1-piperidyl)-2-pyridyl]amino]-6H-1,6-naphthyridin-5-one